FC1C(CN(C1)C(=O)OC(C)(C)C)(O)CNC(=O)N1[C@H](C2=CC=CC=C2CC1)C1=CC=C(C=C1)F tert-butyl 4-fluoro-3-(((S)-1-(4-fluorophenyl)-1,2,3,4-tetrahydroisoquinoline-2-carboxamido)methyl)-3-hydroxypyrrolidine-1-carboxylate